C[C@H]1N([C@@H](C1)C)C(=O)N[C@H](C(=O)O)CCN(CCCCC1=NC=2NCCCC2C=C1)CCOC(C)C (2S)-2-[[(2R,4R)-2,4-dimethylazetidine-1-carbonyl]amino]-4-[2-isopropoxyethyl-[4-(5,6,7,8-tetrahydro-1,8-naphthyridin-2-yl)butyl]amino]butanoic acid